NC1=NC=C(C(=N1)C(F)F)C1=NC(=NC(=N1)N1CCOCC1)N1CCN(CC1)C(CCCC(\C=C\C)=O)=O (E)-1-(4-(4-(2-amino-4-(difluoromethyl)pyrimidin-5-yl)-6-morpholino-1,3,5-triazin-2-yl)piperazin-1-yl)oct-6-ene-1,5-dione